N-(4-(1H-pyrazol-1-yl)benzyl)-N-(3-methoxybenzyl)-4-((2-(2-morpholinoethoxy)ethoxy)methyl)aniline N1(N=CC=C1)C1=CC=C(CN(C2=CC=C(C=C2)COCCOCCN2CCOCC2)CC2=CC(=CC=C2)OC)C=C1